NC1=NC(=C(C=2N1C(N(N2)C(C)C=2SC=CC2)=O)C2=CC(=NC(=C2)C)C)C2=CC=CC=C2 5-amino-8-(2,6-dimethyl-4-pyridyl)-7-phenyl-2-[1-(2-thienyl)ethyl]-[1,2,4]triazolo[4,3-c]pyrimidin-3-one